ClC1=CC=C(C=C1)C(=C(C)NC([C@H](C(C)C)NC(C1=NC=CC(=C1O)OC)=O)=O)C1=CC=C(C=C1)Cl (S)-N-(1-((1,1-bis(4-chlorophenyl)prop-1-en-2-yl)amino)-3-methyl-1-oxobutan-2-yl)-3-hydroxy-4-methoxypicolinamide